N-methyl-N-(pyridin-3-ylmethyl)-1H-imidazole-4-carboxamide CN(C(=O)C=1N=CNC1)CC=1C=NC=CC1